C(C)(=O)N[C@@]1(CCC=2C(=C3C=C4C=CC=CC4=CC3=C(C2C1)O)O)C1(C)OCCO1 (R)-(-)-9-acetamido-9-[1,1-(ethylenedioxy)ethyl]-6,11-dihydroxy-7,8,9,10-tetrahydro-tetracene